4-Chloro-5-(4-[methyl-[4-(trifluoromethyl)pyridin-3-yl]amino]-5H,6H,7H,8H-pyrido[3,4-d]pyrimidin-7-yl)-2,3-dihydropyridazin-3-one ClC=1C(NN=CC1N1CC=2N=CN=C(C2CC1)N(C=1C=NC=CC1C(F)(F)F)C)=O